(3R)-3-((R)-2-(benzyloxy)propanamido)-N-((5-chloropyridin-2-yl)methyl)-4-(4-fluorophenyl)-2-hydroxybutyramide C(C1=CC=CC=C1)O[C@@H](C(=O)N[C@@H](C(C(=O)NCC1=NC=C(C=C1)Cl)O)CC1=CC=C(C=C1)F)C